3-(2'-hydroxyphenyl)lactic acid OC1=C(C=CC=C1)CC(C(=O)O)O